FC1=C(C=C(C(=C1O)F)F)C1=NC(=NO1)C(=O)N1CC2=CC(=CC=C2CC1)C#N 2-(5-(2,4,5-Trifluoro-3-hydroxyphenyl)-1,2,4-oxadiazole-3-carbonyl)-1,2,3,4-tetrahydroisoquinoline-7-carbonitrile